[Na].C(CCCCCCCCCCCCCCC)(=O)OC[C@@H](OC(CCCCCCCCCCCCCCC)=O)COP(=O)(O)OCC(O)CO 1,2-dipalmitoyl-sn-glycero-3-phosphoglycerol, sodium salt